tert-butyl N-(N-methyl-S-phenyl-sulfonimidoyl)carbamate CN=S(=O)(C1=CC=CC=C1)NC(OC(C)(C)C)=O